C(CC(=O)C)(=O)O.C(CC(=O)C)(=O)O.C1CCCCC1 Cyclohexane Bis-Acetoacetate